methyl (E)-3-(5-(N-((4-(1-methyl-1H-indazol-5-yl)phenyl)methyl-d)benzamido)pyridin-3-yl)acrylate CN1N=CC2=CC(=CC=C12)C1=CC=C(C=C1)C(N(C(C1=CC=CC=C1)=O)C=1C=C(C=NC1)/C=C/C(=O)OC)[2H]